[OH-].[Na+].CC1(CCC1)C(=N)N 1-methyl-cyclobutanecarboxamidine Sodium hydroxide